3-(7-Cyclopropyl-1,4-dimethyl-1H-benzotriazol-5-yl)-3-(4-{[(2R,5S)-2-ethyl-5-methyl-2,3-dihydropyrido[2,3-f][1,4]oxazepin-4(5H)-yl]methyl}-1H-indol-6-yl)propanoic acid C1(CC1)C1=CC(=C(C2=C1N(N=N2)C)C)C(CC(=O)O)C2=CC(=C1C=CNC1=C2)CN2C[C@H](OC1=C([C@@H]2C)N=CC=C1)CC